hydroxy-R-phosphinocarboxamide ONC(=O)P